O=C1NCCN(C1)C1COCC1 2-oxo-4-(tetrahydrofuran-3-yl)piperazin